C1(CC1)C(=O)C(C#N)C(C1=C(C=C(C=C1)C(F)(F)F)S(=O)(=O)C)=O α-(cyclopropylcarbonyl)-2-(methylsulfonyl)-oxo-4-(trifluoromethyl)-benzenepropanenitrile